Cl.FC1(C=2N(CCN(C1)CC1=CC=C(C=C1)OC)N=C1C2CN[C@@H](C1)C)F (3R)-11,11-Difluoro-9-[(4-methoxyphenyl)methyl]-3-methyl-1,3,4,7,8,9,10,11-octahydro-2H-pyrido[4',3':3,4]pyrazolo[1,5-d][1,4]diazepine hydrochloride